((1,3-bis(undec-10-en-1-yloxy)propan-2-yl)oxy)undec-1-eneN C(CCCCCCCCC=C)OCC(COCCCCCCCCCC=C)OC=CC=CCCCCCCC